[Si](C1=CC=CC=C1)(C1=CC=CC=C1)(C(C)(C)C)Cl Tert-butyl-diphenylsilyl chloride